C(C)(=O)N(C(C)=O)C1=C2C(=NC3=C1C(=C(N3CCCN(C)CC3=CC=CC=C3)C)C)CCCCC2 N-acetyl-N-(1-(3-(benzyl(meth-yl)amino)prop-yl)-2,3-dimethyl-1,5,6,7,8,9-hexahydrocyclohepta[b]pyrrolo[3,2-e]pyridin-4-yl)acetamide